C=1N=CN2C1C=CC(=C2)COC2=CC=CC(=N2)C2CCN(CC2)CC2=NC1=C(N2C[C@H]2OCC2)C=C(C=C1)C(=O)[O-] (S)-2-((4-(6-(imidazo[1,5-a]pyridin-6-ylmethoxy)pyridin-2-yl)piperidin-1-yl)methyl)-1-(oxetan-2-ylmethyl)-1H-benzo[d]imidazole-6-carboxylate